(R)-4-amino-7-fluoro-N-methyl-N-(1-(5-(trifluoromethyl)pyridin-2-yl)ethyl)imidazo[1,5-a]quinoxaline-8-carboxamide NC=1C=2N(C3=CC(=C(C=C3N1)F)C(=O)N([C@H](C)C1=NC=C(C=C1)C(F)(F)F)C)C=NC2